C(C)(C)(C)OC1=NC(=NC2=C(C(=C(C=C12)F)C1=CC(=CC2=CC=CC(=C12)Cl)OCOC)F)OC[C@]1(C(C1)(F)F)CO[Si](C)(C)C(C)(C)C 4-(tert-butoxy)-2-(((S)-1-(((tert-butyldimethylsilyl)oxy)methyl)-2,2-difluorocyclopropyl)methoxy)-7-(8-chloro-3-(methoxymethoxy)naphthalen-1-yl)-6,8-difluoroquinazoline